(S)-2-(3-((6-(cyclopropylamino)pyrimidin-4-yl)oxy)pyrrolidin-1-yl)-N-(3-(2-((1,5-dimethyl-1H-pyrazol-3-yl)amino)pyrimidin-4-yl)-1H-indol-7-yl)acetamide C1(CC1)NC1=CC(=NC=N1)O[C@@H]1CN(CC1)CC(=O)NC=1C=CC=C2C(=CNC12)C1=NC(=NC=C1)NC1=NN(C(=C1)C)C